C[C@@H]1CC[C@@H]2[C@]13CC[C@@]([C@H](C3)C2(C)C)(C)O alpha-Cedrol